BrC1=C(C=C2C=NN(C2=C1CO)C1OCCCC1)OC 6-bromo-5-methoxy-1-(tetrahydro-2H-pyran-2-yl)-1H-indazole-7-methanol